OC(C)O 1-hydroxy-ethanol